methoxymethylhafnium COC[Hf]